FC(C)(S(=O)(=O)C=1C(=NN(C1)C)C(F)(F)F)C1CCN(CC1)C(=O)NC=1C=NC(=CC1)F 4-(1-fluoro-1-((1-methyl-3-(trifluoro-methyl)-1H-pyrazol-4-yl)sulfonyl)ethyl)-N-(6-fluoro-pyridin-3-yl)piperidine-1-carboxamide